C(=CC)OC(C)O[Si](OCC)(OCC)CCC propenoxy-propyltriethoxysilane